5-benzoyl-N-[1,3-dihydroxy-2-(hydroxymethyl)propane-2-yl]-2,3-dihydro-1H-pyrrolizine-1-carboxamide C(C1=CC=CC=C1)(=O)C=1N2CCC(C2=CC1)C(=O)NC(CO)(CO)CO